methyl 5-cyano-1H-triazole-4-carboxylate C(#N)C1=C(N=NN1)C(=O)OC